CC=1C(C(CCC1)(C)C)C=CCCC 1-(2,6,6-trimethyl-2-cyclohexen-1-yl)pent-1-en